[Si](C)(C)(C(C)(C)C)OCCCOC1=NN(C(=C1[N+](=O)[O-])C)CC1CCOCC1 3-(3-((tert-butyldimethylsilyl)oxy)propoxy)-5-methyl-4-nitro-1-((tetra-hydro-2H-pyran-4-yl)methyl)-1H-pyrazole